(E)-(difluoro(4-(3-oxo-3-(perfluorophenoxy)prop-1-en-1-yl)phenyl)methyl)phosphonic acid FC(C1=CC=C(C=C1)\C=C\C(OC1=C(C(=C(C(=C1F)F)F)F)F)=O)(F)P(O)(O)=O